3-((6-(2,4-di-tert-butoxypyrimidin-5-yl)imidazo[1,2-b]pyridazin-8-yl)oxy)-2,2-difluoropropyl isopropylcarbamate C(C)(C)NC(OCC(COC=1C=2N(N=C(C1)C=1C(=NC(=NC1)OC(C)(C)C)OC(C)(C)C)C=CN2)(F)F)=O